2,3-pyridine-dicarboxylic acid N1=C(C(=CC=C1)C(=O)O)C(=O)O